C(C)(=O)C1=C(C=C(C(=C1)O)O)NC(C1=CC(=C(C=C1)O)F)=O N-(2-acetyl-4,5-dihydroxyphenyl)-3-fluoro-4-hydroxybenzoamide